2H-Pyrazino(1,2-a)Pyrazine C1=C2N(C=CN1)C=CN=C2